FC(OC1=CC=C(C=C1)C1=CN=C2N1C=CN=C2NC2=CC(=C(C(=O)NC)C=C2)CC)F 4-[[3-[4-(difluoromethoxy)phenyl]imidazo[1,2-a]pyrazin-8-yl]amino]-2-ethyl-N-methylbenzamide